(3aR,5r,6aS)-5-methyloctahydrocyclopenta[c]pyrrole-5-carbonitrile hydrochloride Cl.CC1(C[C@@H]2[C@@H](CNC2)C1)C#N